butyl 3-(4-(1H-1,2,3-triazol-1-yl)phenyl)-4-oxopiperidine-1-carboxylate N1(N=NC=C1)C1=CC=C(C=C1)C1CN(CCC1=O)C(=O)OCCCC